COC(=O)C1=NC=C(C(=C1)NC(CC1=C(C=CC(=C1)Cl)OC)=O)Cl 5-chloro-4-[[2-(5-chloro-2-methoxy-phenyl)acetyl]amino]pyridine-2-carboxylic acid methyl ester